3-(4-chloro-2-fluorobenzyl)-1-(4-(pyridin-4-yl)phenyl)pyrrolidin-2-one ClC1=CC(=C(CC2C(N(CC2)C2=CC=C(C=C2)C2=CC=NC=C2)=O)C=C1)F